bis{2-[(α-D-Mannopyranosyl)oxy]ethyl}amine [C@H]1([C@@H](O)[C@@H](O)[C@H](O)[C@H](O1)CO)OCCNCCO[C@@H]1[C@@H](O)[C@@H](O)[C@H](O)[C@H](O1)CO